O=S1(O\C(\C2=C1C=CC=C2C(F)(F)F)=N/NC2=C(C(=O)O)C=CC=C2)=O (Z)-2-(2-(1,1-Dioxido-4-(trifluoromethyl)-3H-benzo[c][1,2]oxathiol-3-ylidene)hydrazineyl)benzoic acid